C(#N)C(C(CC=C)NC(OC(C)(C)C)=O)O tert-butyl (1-cyano-1-hydroxypent-4-en-2-yl)carbamate